S1C(=NC2=C1C=CC=C2)C(CC2=CC(=CC=C2)C#N)N(S(=O)(=O)C2=CC=CC=C2)C N-[1-(1,3-benzothiazol-2-yl)-2-(3-cyanophenyl)ethyl]-N-methyl-benzenesulfonamide